C1(CC1)N1C[C@@H]2[C@H](CCC1)NC(N2C=2SC1=C(N2)C2=C(C=C1)OCC2)=O |r| rac-(3aR,8aS)-5-cyclopropyl-3-(7,8-dihydrofuro[3,2-e][1,3]benzothiazol-2-yl)octahydroimidazo[4,5-c]azepin-2(1H)-one